NC1(CN=C2CCN(CC2=C1)C(=O)NCC1CC1)[N+](=O)[O-] 3-amino-N-(cyclopropylmethyl)-3-nitro-7,8-dihydro-1,6-naphthyridine-6(5H)-carboxamide